ClC=1C=CC(=C(C1)C1=CC(N(C=C1OC)CC=1N=NN(C1)C=1C(=NC=CC1)C)=O)N1N=NC(=C1)Cl 4-(5-Chloro-2-(4-chloro-1H-1,2,3-triazol-1-yl)phenyl)-5-methoxy-1-((1-(2-methylpyridin-3-yl)-1H-1,2,3-triazol-4-yl)methyl)pyridin-2(1H)-one